FC1([C@H](C1)C1=CNC=2N=CN=C(C21)N[C@H]2CC[C@H](N(C2)C(C=C)=O)CC)F 1-((2R,5S)-5-((5-((R)-2,2-difluorocyclopropyl)-7H-pyrrolo[2,3-d]pyrimidin-4-yl)amino)-2-ethylpiperidin-1-yl)prop-2-en-1-one